7-(1-isopropyl-pyrrolidin-2-yl)imidazo[1,2-a]pyridin-3-yl-6-methoxy-benzamide C(C)(C)N1C(CCC1)C1=CC=2N(C=C1)C(=CN2)C2=C(C(=O)N)C(=CC=C2)OC